4-methyl-2,3,5',8'-tetrahydro-3'h-spiro[indene-1,7'-quinazoline] CC1=C2CCC3(CCC4=CNCN=C4C3)C2=CC=C1